C1(CCCC1)O[C@@H](CC=1SC=2C(N1)=C(C=C(C2)NC)C(=O)O)[C@H](O)C2=CC(=C(C(=C2)OC)C)OC 2-[(2S,3R)-2-(cyclopentoxy)-3-(3,5-dimethoxy-4-methyl-phenyl)-3-hydroxy-propyl]-6-(methylamino)-1,3-benzothiazole-4-carboxylic acid